1,4-diisodecyl succinate sodium [Na].C(CCC(=O)OCCCCCCCC(C)C)(=O)OCCCCCCCC(C)C